2-methyl-5-(trifluoromethyl)furan-3-formic acid CC=1OC(=CC1C(=O)O)C(F)(F)F